C(C)N(C(CCCCCCCCCCCCCCCCC)=O)CC N,N-diethyl-stearoamide